NC=1C(=NC=CC1)N[C@H](C(=O)OCC)[C@@H](C1=CC=CC=C1)NC(=O)OC(C)(C)C ethyl (2S,3R)-2-[(3-amino-2-pyridyl)amino]-3-(tert-butoxycarbonylamino)-3-phenyl-propanoate